[Br-].[Br-].C(CCCCCCCCC[N+]1=CC(=C(C=C1)\C=C\C1=CC=C(C=C1)N(C)CCC#N)C)[N+]1=CC(=C(C=C1)\C=C\C1=CC=C(C=C1)N(C)CCC#N)C 1,1'-(decane-1,10-diyl)bis{4-{(E)-4-[(2-cyanoethyl)(methyl)amino]styryl}-3-methylpyridin-1-ium} dibromide